1-(4-((5-cyano-4-(4-fluorophenyl)thiazol-2-yl)(ethyl)amino)-2-cyclopropylquinolin-6-yl)piperazine-2-carboxylic acid methyl ester COC(=O)C1N(CCNC1)C=1C=C2C(=CC(=NC2=CC1)C1CC1)N(CC)C=1SC(=C(N1)C1=CC=C(C=C1)F)C#N